4-benzyl-2-(2-(4-phenylpiperazin-1-yl)ethyl)-1,2,4-thiadiazolidine-3,5-dione hydrochloride Cl.C(C1=CC=CC=C1)N1C(N(SC1=O)CCN1CCN(CC1)C1=CC=CC=C1)=O